3-indolineboronic acid N1CC(C2=CC=CC=C12)B(O)O